N1=C(N)N=C(N)N=C1N.[PH5] phosphorane melamine salt